IC=1C=CN=C2C=C(C(N(C12)C)=O)C(=O)OCC ethyl 8-iodo-1-methyl-2-oxo-1,2-dihydro-1,5-naphthyridine-3-carboxylate